C1(=CC(=CC=C1)NC1=C(C=NC=C1)S(=O)(=O)NS(=O)(=O)C=1C=NC=CC1NC=1C=C(C=CC1)C)C 4-m-toluidino-N-[(4-m-toluidinopyridin-3-yl)sulfonyl]pyridine-3-sulfonamide